N1C=C(C2=CC=CC=C12)C1=NC(=NC=C1C(F)(F)F)NC=1C=C(C(=CC1)N(CC)CCN(C)C)N N4-(4-(1H-indol-3-yl)-5-(trifluoromethyl)pyrimidin-2-yl)-N1-(2-(dimethylamino)ethyl)-N-ethylbenzene-1,2,4-triamine